C(C)(C)(C)NC=1N=C(C2=C(N1)N(N=N2)CC2=NN=NN2C)N2CC(CC2)(F)F N-tert-Butyl-7-(3,3-difluoropyrrolidin-1-yl)-3-[(1-methyltetrazol-5-yl)methyl]triazolo[4,5-d]pyrimidin-5-amine